(S)- and (R)-4-(2-((2-(6-(4-Methylpiperazin-1-yl)-1H-pyrrolo[2,3-b]pyridin-3-yl)-2-oxo-1-phenylethyl)amino)ethyl)benzonitrile CN1CCN(CC1)C1=CC=C2C(=N1)NC=C2C([C@H](C2=CC=CC=C2)NCCC2=CC=C(C#N)C=C2)=O |r|